COC(C1=C(N=CC(=C1)C1=CC=C(C=C1)[C@@]12CN(C[C@H]2C1)C1CCOCC1)N)=O 2-amino-5-(4-((1R,5S)-3-(tetrahydro-2H-pyran-4-yl)-3-azabicyclo[3.1.0]hex-1-yl)phenyl)nicotinic acid methyl ester